(S)-methyl 2-((4-(3-((4-cyano-2-fluorobenzyl)oxy)-4-fluoro-1H-pyrazol-1-yl)piperidin-1-yl)methyl)-1-(oxetan-2-ylmethyl)-1H-benzo[d]imidazole-6-carboxylate C(#N)C1=CC(=C(COC2=NN(C=C2F)C2CCN(CC2)CC2=NC3=C(N2C[C@H]2OCC2)C=C(C=C3)C(=O)OC)C=C1)F